ethyl 2-[3-[6-cyano-5-(methylthio)pyridin-3-yl]-5,5-dimethyl-4-oxo-2-thioxo-imidazolidin-1-yl]acetate C(#N)C1=C(C=C(C=N1)N1C(N(C(C1=O)(C)C)CC(=O)OCC)=S)SC